F[C].[C] carbon (fluorocarbon)